ClC=1C=C(C=CC1C)C1=CC=C(C#N)C=C1 4-(3-chloro-4-methylphenyl)benzonitrile